1-methyldiethoxysilyl-8-bis(methyldiethoxysilylpropylamino)methylsilyl-octane C[Si](CCCCCCCC[SiH2]C(NCCC[Si](C)(OCC)OCC)NCCC[Si](OCC)(OCC)C)(OCC)OCC